4-bromo-6-methyl-2-(5-methyl-4H-1,2,4-triazol-3-yl)thieno[2,3-c]pyridin-7(6H)-one BrC=1C2=C(C(N(C1)C)=O)SC(=C2)C2=NN=C(N2)C